(+/-)-N7-methyl-3-phenyl-N5-(pyrimidin-4-yl)-2,3-dihydrobenzofuran-5,7-dicarboxamide CNC(=O)C1=CC(=CC=2[C@H](COC21)C2=CC=CC=C2)C(=O)NC2=NC=NC=C2 |r|